2-[benzyl(2-hydroxyethyl)amino]-1-(1-benzyl-1H-pyrazol-4-yl)ethanone C(C1=CC=CC=C1)N(CC(=O)C=1C=NN(C1)CC1=CC=CC=C1)CCO